2-amino-N-(cyclobutylmethyl)-3-methyl-N-((5-(trifluoromethyl)-2-pyridinyl)methyl)-6-quinolinecarboxamide NC1=NC2=CC=C(C=C2C=C1C)C(=O)N(CC1=NC=C(C=C1)C(F)(F)F)CC1CCC1